thiophen-2-yl-methylamine hydrochloride Cl.S1C(=CC=C1)NC